methyl 1-(4-(1-(tert-butoxycarbonyl)azetidin-3-yl)-2-chloro-6-methylbenzyl)piperidine-4-carboxylate C(C)(C)(C)OC(=O)N1CC(C1)C1=CC(=C(CN2CCC(CC2)C(=O)OC)C(=C1)C)Cl